ClC=1C=C(C(=NC1C1=C(C=CC=C1)F)NC1=C(C=CC=C1)C(C)C)C(N1C[C@H](N(C[C@@H]1C)C(=O)OC(C)(C)C)C)=N tert-butyl (2R,5S)-4-((5-chloro-6-(2-fluorophenyl)-2-((2-isopropylphenyl)amino)pyridin-3-yl)(imino)methyl)-2,5-dimethylpiperazine-1-carboxylate